(R)-N-((1-Cyanopyrrolidin-3-yl)methyl)-1-phenyl-1H-pyrazole-3-carboxamide C(#N)N1C[C@H](CC1)CNC(=O)C1=NN(C=C1)C1=CC=CC=C1